N-(4-fluorophenyl)-4-(methylsulfinyl)-6-oxo-6'-(trifluoromethyl)-1,2,3,6-tetrahydro-[2,3'-bipyridine]-5-carboxamide FC1=CC=C(C=C1)NC(=O)C1=C(CC(NC1=O)C=1C=NC(=CC1)C(F)(F)F)S(=O)C